NC1(CCC1)C1=CC=C(C=C1)C=1N=C2N(N=C(C=C2)C(=O)N)C1C1=CC=CC=C1 2-[4-(1-aminocyclobutyl)phenyl]-3-phenylimidazo[1,2-b]pyridazine-6-carboxamide